tert-butyl (3S)-3-[7-amino-3-(2-fluoro-6-methyl-phenyl)-2-oxo-4H-pyrimido[4,5-d]pyrimidin-1-yl]azepane-1-carboxylate NC1=NC=C2C(=N1)N(C(N(C2)C2=C(C=CC=C2C)F)=O)[C@@H]2CN(CCCC2)C(=O)OC(C)(C)C